O.C(C)(=O)[O-].C[Zn+] methyl-zinc acetate hydrate